FC1=C(C(=O)NC2CCN(CC2)C(C)C)C=C(C(=C1)NC1=NC=C(C(=N1)N1OCCC1C1=CC=CC=C1)C(F)(F)F)OC 2-fluoro-N-(1-isopropylpiperidin-4-yl)-5-methoxy-4-((4-(3-phenylisoxazolidine-2-yl)-5-(trifluoromethyl)pyrimidin-2-yl)amino)benzamide